(2R,4S)-N-((2S)-1-((2-amino-4-methyl-6,7-dihydro-5H-cyclopenta[b]pyridin-5-yl)amino)-1-oxopropan-2-yl)-4-(4-fluorobenzyl)pyrrolidine-2-carboxamide NC1=CC(=C2C(=N1)CCC2NC([C@H](C)NC(=O)[C@@H]2NC[C@H](C2)CC2=CC=C(C=C2)F)=O)C